C(C)S(=O)(=O)N1CC(CC1)N1C(=NC=2C1=C1C(=NC2)NC=C1)C(C)O 1-(1-(1-(ethylsulfonyl)pyrrolidin-3-yl)-1,6-dihydroimidazo[4,5-d]Pyrrolo[2,3-b]Pyridin-2-yl)ethanol